7-(4-nitrophenoxy)-[1,2,4]triazolo[1,5-a]pyridine [N+](=O)([O-])C1=CC=C(OC2=CC=3N(C=C2)N=CN3)C=C1